BrC=1C=C(C#N)C=C(C1)CCC=O D-3-bromo-5-(3-oxopropyl)benzonitrile